N-(2,6-dichlorophenyl)-4-methoxy-2-((1-(1-methylazepan-4-yl)-1H-pyrazol-4-yl)amino)pyrimidine-5-carboxamide ClC1=C(C(=CC=C1)Cl)NC(=O)C=1C(=NC(=NC1)NC=1C=NN(C1)C1CCN(CCC1)C)OC